(S)-7-Methyl-N-(1-(5-(2-methyl-2H-indazol-5-yl)-1H-imidazol-2-yl)-7-oxononyl)-7-azaspiro[3.5]nonan-2-carboxamid CN1CCC2(CC(C2)C(=O)N[C@@H](CCCCCC(CC)=O)C=2NC(=CN2)C2=CC3=CN(N=C3C=C2)C)CC1